(s)-phosphorothioate P([O-])([O-])([O-])=S